Methoxypropylphosphonium chloride [Cl-].COCCC[PH3+]